3-bromo-4,4'-diaminobenzanilide BrC=1C=C(C(=O)NC2=CC=C(C=C2)N)C=CC1N